((2S,3R,6R)-3-(((5-Chloropyridin-2-yl)amino)methyl)-2,6-dimethylmorpholino)(6-methyl-3-(pyrimidin-2-yl)pyridin-2-yl)methanone ClC=1C=CC(=NC1)NC[C@@H]1[C@@H](O[C@@H](CN1C(=O)C1=NC(=CC=C1C1=NC=CC=N1)C)C)C